(Z)-2-[5-(3-Cyclohexylpyrazol-1-yl)-2-methyl-phenoxy]3-methoxy-propane C1(CCCCC1)C1=NN(C=C1)C=1C=CC(=C(OC(C)COC)C1)C